[4-(phenylsulfanyl)phenyl]sulfonium triflate [O-]S(=O)(=O)C(F)(F)F.C1(=CC=CC=C1)SC1=CC=C(C=C1)[SH2+]